S1C(=NC2=C1C=CC=C2)N(C2=C(C1=C(N=N2)N(CCC1)C=1SC=C(N1)C(=O)OCC)C1CC1)COCC[Si](C)(C)C ethyl 2-{3-[(1,3-benzothiazol-2-yl)({[2-(trimethylsilyl)ethoxy]methyl})amino]-4-cyclopropyl-5H,6H,7H,8H-pyrido[2,3-c]pyridazin-8-yl}-1,3-thiazole-4-carboxylate